N-[2-(4-formylcyclohexyl)-6-(1-hydroxy-1-methyl-ethyl)indazol-5-yl]-3-(pentafluoro-sulfanyl)benzamide C(=O)C1CCC(CC1)N1N=C2C=C(C(=CC2=C1)NC(C1=CC(=CC=C1)S(F)(F)(F)(F)F)=O)C(C)(C)O